(2S,4R)-6-chloro-N-{3-[1-(4-chlorophenyl)-1H-pyrazol-4-yl]bicyclo[1.1.1]pentan-1-yl}-4-hydroxy-3,4-dihydro-2H-1-benzopyran-2-carboxamide ClC=1C=CC2=C([C@@H](C[C@H](O2)C(=O)NC23CC(C2)(C3)C=3C=NN(C3)C3=CC=C(C=C3)Cl)O)C1